3-(2-Methoxypyridin-4-yl)-6-methyl-5-((3aR,5s,6aS)-octahydrocyclopenta[c]pyrrol-5-yl)-1H-indazole COC1=NC=CC(=C1)C1=NNC2=CC(=C(C=C12)C1C[C@@H]2[C@@H](CNC2)C1)C